C(C)(C)C=1C(=C(C(=O)O)C=CC1F)OC(C)C isopropyl-4-fluoro-2-isopropoxybenzoic acid